OC1=CC=C(CN2C(C3=NC=CC=C3C2)=O)C=C1 6-(4-hydroxybenzyl)-5,6-dihydro-7H-pyrrolo[3,4-b]pyridin-7-one